(S)-N-p-toluenesulfonyl-1-(4-fluorophenyl)-1-[2-(piperazine-1-yl)pyrimidine-5-yl]ethylamine CC1=CC=C(C=C1)S(=O)(=O)N[C@](C)(C=1C=NC(=NC1)N1CCNCC1)C1=CC=C(C=C1)F